FC(C=1C=NC=C(C#N)C1)(F)F 5-(trifluoro-methyl)nicotinonitrile